3,4-diethyl-2,5,6-trimethylphenol C(C)C=1C(=C(C(=C(C1CC)C)C)O)C